BrC1=C2C=CC(=CC2=CC=C1)O 5-bromo-2-naphthol